3-benzyl-1-(trans-4-((5-cyano-(1-methyl-1H-pyrazol-3-yl)pyrimidin-2-yl)-amino)cyclohexyl)-1-(4-(1-methyl-1H-pyrazol-4-yl)phenyl)-urea C(C1=CC=CC=C1)NC(N(C1=CC=C(C=C1)C=1C=NN(C1)C)[C@@H]1CC[C@H](CC1)NC1=NC=C(C(=N1)C1=NN(C=C1)C)C#N)=O